ethyl 7-bromo-2-formylimidazo[1,2-a]pyridine-3-carboxylate BrC1=CC=2N(C=C1)C(=C(N2)C=O)C(=O)OCC